COC1=CC=C2C(=N1)N=C(N2)[S@](=O)CC2=NC=C(C(=C2C)OC)C |r| (±)-5-Methoxy-2-(4-methoxy-3,5-dimethylpyridin-2-ylmethylsulfinyl)imidazo[4,5-b]pyridine